2-((5-Bromopyrimidin-2-yl)amino)-2,3-dihydro-1H-indene-5-carbonitrile BrC=1C=NC(=NC1)NC1CC2=CC=C(C=C2C1)C#N